FC1=CC(=CC=2C=3N(CCOC21)C=NC3)C(=O)NC3CC(C3)(C)F 8-Fluoro-N-(3-fluoro-3-methylcyclobutyl)-5,6-dihydrobenzo[f]imidazo[1,5-d][1,4]oxazepine-10-carboxamide